(Z)-5-bromocyclooct-1-ene BrC1CC\C=C/CCC1